(S)-8-(2-amino-6-((R)-1-(2'-((dimethylamino)methyl)-[1,1'-biphenyl]-4-yl)-2,2,2-trifluoroethoxy)pyrimidin-4-yl)-2,8-diazaspiro[4.5]decane-3-carboxylic acid NC1=NC(=CC(=N1)N1CCC2(C[C@H](NC2)C(=O)O)CC1)O[C@@H](C(F)(F)F)C1=CC=C(C=C1)C1=C(C=CC=C1)CN(C)C